N[C@H]1[C@H](C1)CNC1=NN(C(=C1)C1=CC(=C(C#N)C=C1)F)C1=CC=C(C=C1)OC 4-(3-((((1R,2R)-2-aminocyclopropyl)methyl)amino)-1-(4-methoxyphenyl)-1H-pyrazol-5-yl)-2-fluorobenzonitrile